C(C)OC(C=CC=NC1=NC=CC=C1)=O ethyl-4-(pyridine-2-yl imino)-2-butenoate